NC1=NC=CC(=C1Cl)SC1=CN=C(C(N1)=O)N1CCC2(CC1)NC1=CC=CC=C1[C@H]2N (R)-6-((2-amino-3-chloropyridin-4-yl)thio)-3-(3-aminospiro[indolin-2,4'-piperidin]-1'-yl)pyrazin-2(1H)-one